C(C)(=O)OC1=C(C=CC(=C1)C1CC1)N1N=C2CCN(CC3C2=C1CCN3C(=O)[O-])C(C=C)=O 2-(2-acetoxy-4-cyclopropylphenyl)-7-acryloyl-2,3,4,5a,6,7,8,9-octahydro-5H-1,2,5,7-tetraazabenzo[cd]azulene-5-carboxylate